N1=NC(N2C1=CC=C2)=O 3H-pyrrolo[2,1-c][1,2,4]triazol-3-one